[4-[5-(dimethylamino)isoxazol-3-yl]-1-piperidyl]-[3-fluoro-4-(trifluoromethyl)phenyl]methanone CN(C1=CC(=NO1)C1CCN(CC1)C(=O)C1=CC(=C(C=C1)C(F)(F)F)F)C